FC1CC(C1)(C(=O)NC1=CC=C(C=C1)F)C1=NC=2CCCN(C2C=C1)C1=NC(=NC=C1)C 3-fluoro-N-(4-fluorophenyl)-1-(5-(2-methylpyrimidin-4-yl)-5,6,7,8-tetrahydro-1,5-naphthyridin-2-yl)cyclobutane-1-carboxamide